BrC1=C(C=CC=C1)C=1C=NOC1C1=CC=C(C2=CC=CC=C12)OC 4-(2-bromophenyl)-5-(4-methoxynaphthalene-1-yl)isoxazole